ClC1=CC=C(C(=N1)C(=O)O)NC(C)C=1C=C(C=C2C(N(C(=NC12)N1CCC(CC1)(F)F)C)=O)F 6-Chloro-3-((1-(2-(4,4-difluoropiperidin-1-yl)-6-fluoro-3-methyl-4-oxo-3,4-dihydro-quinazolin-8-yl)ethyl)amino)picolinic acid